methyl (S)-1,2,3,6-tetrahydropyridine-2-carboxylate N1[C@@H](CC=CC1)C(=O)OC